5-chloro-2-methylbenzylamine hydrochloride Cl.ClC=1C=CC(=C(CN)C1)C